ethyl 4-(6-(methoxymethoxy)-5-(4,4,5,5-tetramethyl-1,3,2-dioxaborolan-2-yl) benzo[b]thiophen-2-yl)-4-oxobutanoate COCOC=1C(=CC2=C(SC(=C2)C(CCC(=O)OCC)=O)C1)B1OC(C(O1)(C)C)(C)C